C1CCC2=C(C=3CCCC3C=C12)NC(=O)N=[S@@](=O)(N)C=1SC(=C(C1)C1=CC=CC=C1)C(C)(C)O (S)-N'-((1,2,3,5,6,7-hexahydro-s-indacen-4-yl)carbamoyl)-5-(2-hydroxypropan-2-yl)-4-phenylthiophene-2-sulfonimidamide